ClC1=CC=C(N=N1)N1CCC(CC1)CN1CCC2(CN(C2)C=2N=CN=NC2OC2=C(C(=O)N(C(C)C)CC)C=C(C=C2)F)CC1 2-((5-(7-((1-(6-chloropyridazin-3-yl)piperidin-4-yl)methyl)-2,7-diazaspiro[3.5]nonan-2-yl)-1,2,4-triazin-6-yl)oxy)-N-ethyl-5-fluoro-N-isopropylbenzamide